ClC=1C(=NC=CC1C1=CC=C2C(=N1)N(C=C2C=O)C)C2=C1CC[C@@H](C1=CC=C2)NC2=NC(=C(N=C2C(F)(F)F)C=O)OC (S)-6-(3-Chloro-2-(1-((5-formyl-6-methoxy-3-(trifluoromethyl)pyrazin-2-yl)amino)-2,3-dihydro-1H-inden-4-yl)pyridin-4-yl)-1-methyl-1H-pyrrolo[2,3-b]pyridine-3-carbaldehyde